NCC1=NN=C(O1)CC(=O)N1C(CC(C1)F)C(=O)NC(C1=CC=C(C=C1)C(C)C)C1=CC=CC=C1 1-{2-[5-(aminomethyl)-1,3,4-oxadiazol-2-yl]acetyl}-4-fluoro-N-{phenyl[4-(propan-2-yl)phenyl]methyl}pyrrolidine-2-carboxamide